1-(4-((6-((4-(7-fluoro-3-isopropyl-2-methyl-2H-indazol-5-yl)pyrimidin-2-yl)amino)pyridin-3-yl)methyl)piperazin-1-yl)ethan-1-one FC1=CC(=CC2=C(N(N=C12)C)C(C)C)C1=NC(=NC=C1)NC1=CC=C(C=N1)CN1CCN(CC1)C(C)=O